7-(5-chloro-4-phenoxy-2-pyrazol-1-yl-phenyl)-N-[(2,4-dimethoxyphenyl)methyl]cinnolin-4-amine ClC=1C(=CC(=C(C1)C1=CC=C2C(=CN=NC2=C1)NCC1=C(C=C(C=C1)OC)OC)N1N=CC=C1)OC1=CC=CC=C1